BrC1=CC=2C(N=C1)=CNN2 6-bromo-2H-pyrazolo[4,3-b]pyridine